C(C)(C)OC1=C(C=C(C=C1)OC)C1=CC(=NO1)N 5-(2-Isopropoxy-5-methoxyphenyl)isoxazol-3-amine